C1(CCCCC1)N(S(=O)(=O)C=1SC2=C(N1)C=CC=C2)C2CCCCC2 N,N-Dicyclohexyl-2-benzothiazolesulfonamide